C(#N)C1=CC(=C(C=C1)N1C2=CC(=CC=C2C=2C=CC(=CC12)C(=O)O)CNC=1OC=CN1)[N+](=O)[O-] 9-(4-cyano-2-nitrophenyl)-7-((oxazol-2-ylamino)methyl)-9H-carbazole-2-carboxylic acid